NC=1C=NC=CC1CCC(C(=O)O)C 4-(3-amino-4-pyridinyl)-2-methyl-butyric acid